N-hydroxyheptylsuccinimide OCCCCCCCN1C(CCC1=O)=O